4-(3-benzyl-1H-indol-2-yl)-5-hydroxy-N-methoxy-2-carbonyl-5-pentyl-2,5-dihydrofuran-3-carboxamide C(C1=CC=CC=C1)C1=C(NC2=CC=CC=C12)C1=C(C(OC1(CCCCC)O)=C=O)C(=O)NOC